(2R)-1-[4-[(R)-amino(4,5-dichloro-2-hydroxyphenyl)methyl]piperidin-1-yl]-2-hydroxy-3-methoxypropan-1-one N[C@H](C1CCN(CC1)C([C@@H](COC)O)=O)C1=C(C=C(C(=C1)Cl)Cl)O